C(C)(C)(C)OC(=O)N1CC(C(CC1)(F)F)C=1C=NN(C1)C 4,4-difluoro-3-(1-methyl-1H-pyrazol-4-yl)piperidine-1-carboxylic acid tert-butyl ester